N1(CCC1)C=1C2=C(N=CN1)C=CC(=N2)C=2C=C(C=CC2)C#C[C@]2(C(N(CC2)C)=O)O (R)-3-((3-(4-(Azetidin-1-yl)pyrido[3,2-d]pyrimidin-6-yl)phenyl)ethynyl)-3-hydroxy-1-methylpyrrolidin-2-one